5-(2-Fluoro-6-methylphenyl)-3-(2-methoxy-4-(4-methylpiperazin-1-yl)phenyl)-1H-pyrazolo[4,3-c]pyridazin-6(5H)-on FC1=C(C(=CC=C1)C)N1N=C2C(=CC1=O)NN=C2C2=C(C=C(C=C2)N2CCN(CC2)C)OC